CN(C(=N)SCCC(=O)O)C 3-[(N,N-dimethylcarbamimidoyl)sulfanyl]propanoic acid